C=C1CC(O1)=O 4-methyleneoxetan-2-one